C1(=CC=CC=C1)P(C1=C(C(=O)O)C=CC(=C1)C(=O)O)C1=CC=CC=C1 2-(diphenylphosphino)terephthalic acid